2-chloro-7-methyl-9-[(1S)-1-[4-[1-methyl-4-(trifluoromethyl)imidazol-2-yl]phenyl]ethyl]purin-8-imine ClC1=NC=C2N(C(N(C2=N1)[C@@H](C)C1=CC=C(C=C1)C=1N(C=C(N1)C(F)(F)F)C)=N)C